(4R*)-methyl 4-(2-chloro-4-fluorophenyl)-6-((2R,3R,4R,5S)-4-(methoxycarbonyl) cuban-1-yl)-2-(thiazol-2-yl)-1,4-dihydropyrimidine-5-carboxylate ClC1=C(C=CC(=C1)F)[C@@H]1N=C(NC(=C1C(=O)OC)C12C3C4C5(C3C1C5C24)C(=O)OC)C=2SC=CN2 |o1:8|